bis(2-cyanoethyl) malonate C(CC(=O)OCCC#N)(=O)OCCC#N